C(C)O[C@H]1CN(CC[C@@H]1OC1=CC=C(C=C1)C(F)(F)F)C1=CC(N(C=2C=CC(=NC12)C#N)C)=O 8-((3S,4S)-3-ethoxy-4-(4-(trifluoromethyl)phenoxy)piperidin-1-yl)-5-methyl-6-oxo-5,6-dihydro-1,5-naphthyridine-2-carbonitrile